2-(3-fluoro-5-(((4-(2-((6-(isoxazol-4-yl)-1H-indazol-4-yl)amino)ethoxy)butyl)amino)methyl)phenyl)acetonitrile FC=1C=C(C=C(C1)CNCCCCOCCNC1=C2C=NNC2=CC(=C1)C=1C=NOC1)CC#N